O1C(OCCC1)C(=O)[O-] 1,3-dioxane-2-carboxylate